(S)-1-(7-(3-amino-3-oxopropyl)-4-((1-(3,4,5-trimethoxyphenyl)-1H-imidazol-4-yl)amino)-5,6,7,8-tetrahydropyrido[3,4-d]pyrimidin-2-yl)pyrrolidine-2-carboxamide NC(CCN1CC=2N=C(N=C(C2CC1)NC=1N=CN(C1)C1=CC(=C(C(=C1)OC)OC)OC)N1[C@@H](CCC1)C(=O)N)=O